BrC1=C(C(=C(C=2NN=NC21)Br)Br)Br 4,5,6,7-tetrabromo-1H-benzotriazole